NC1=CC(=C(OC=2C=CC(N(C2)CCOC)=O)C(=C1)Cl)Cl 5-(4-amino-2,6-dichlorophenoxy)-1-(2-methoxyethyl)pyridin-2(1H)-one